BrC1=CC(=CC=2N(C(=NC21)N)C)Cl 4-bromo-6-chloro-1-methyl-benzimidazol-2-amine